[GeH4].[Ba] barium germane